P(=O)(OCC(O)CO)([O-])[O-].[Na+].[Na+] sodium glyceryl phosphate